C(C1=CC=CC=C1)SC=1C=C(C=2N(C1)C=NN2)Br 6-(benzylthio)-8-bromo-[1,2,4]triazolo[4,3-a]pyridin